BrC1=CC(=C(CCNC(OC(C)Cl)=O)C=C1OC)OC 1-Chloroethyl (4-bromo-2,5-dimethoxyphenethyl)carbamate